2,4,6-Trimethylbenzophenon CC1=C(C(=O)C2=CC=CC=C2)C(=CC(=C1)C)C